N-[9-[(2R,6R)-6-[[bis(4-methoxyphenyl)-phenyl-methoxy]methyl]-4-cyclohexyl-6-(hydroxymethyl)morpholin-2-yl]-6-oxo-1H-purin-2-yl]-2-methyl-propionamide COC1=CC=C(C=C1)C(OC[C@]1(O[C@H](CN(C1)C1CCCCC1)N1C=2N=C(NC(C2N=C1)=O)NC(C(C)C)=O)CO)(C1=CC=CC=C1)C1=CC=C(C=C1)OC